1-(1-propylsulfonyl)-1H-indole-3-carbaldehyde C(CC)S(=O)(=O)N1C=C(C2=CC=CC=C12)C=O